BrC=1C(=NC(=NC1)C)C(=O)N1CC(C1)(F)F (5-bromo-2-methylpyrimidin-4-yl)(3,3-difluoroazetidin-1-yl)methanone